CC1([C@H](C1)C(=O)N1CC2(C1)CN(C[C@H]2C(=O)N2C(OC[C@H]2C2=CC=CC=C2)=O)C(=O)C2=CN=CS2)C (R)-3-((S)-2-((S)-2,2-dimethylcyclopropane-1-carbonyl)-6-(thiazole-5-carbonyl)-2,6-diazaspiro[3.4]octane-8-carbonyl)-4-phenyloxazolidin-2-one